(S)-(((1-(2-chlorophenyl)-2-oxocyclohexyl)(methyl)carbamoyl)oxy)methyl Glycinate TFA Salt OC(=O)C(F)(F)F.NCC(=O)OCOC(N(C)[C@]1(C(CCCC1)=O)C1=C(C=CC=C1)Cl)=O